2-Amino-1-(3-((4-methoxybenzyl)oxy)-2,6-dimethylphenyl)-6-methyl-5-(pyrrolidin-1-ylmethyl)-1H-pyrrolo[2,3-b]pyridine-3-carbonitrile NC1=C(C=2C(=NC(=C(C2)CN2CCCC2)C)N1C1=C(C(=CC=C1C)OCC1=CC=C(C=C1)OC)C)C#N